5-((1,3-dioxolan-2-yl)methoxy)-5-(4-chlorophenyl)-2,5-dihydro-3H-imidazo[2,1-a]isoindole O1C(OCC1)COC1(N2C(C3=CC=CC=C13)=NCC2)C2=CC=C(C=C2)Cl